1-(4-((5-methyl-1H-pyrazol-3-yl)amino)thieno[3,2-d]pyrimidin-2-yl)piperidine-4-carboxylic acid ethyl ester C(C)OC(=O)C1CCN(CC1)C=1N=C(C2=C(N1)C=CS2)NC2=NNC(=C2)C